(R)-4-(tert-butoxy)-3-((tert-butoxycarbonyl)amino)-4-oxobutanoic acid C(C)(C)(C)OC([C@@H](CC(=O)O)NC(=O)OC(C)(C)C)=O